rac-N-({4-amino-3-methyl-1H,3H-furo[3,4-c]quinolin-7-yl}methyl)-6-cyclopropyl-N-(2-methanesulfonylpyridin-3-yl)pyridine-3-carboxamide NC1=NC=2C=C(C=CC2C2=C1[C@H](OC2)C)CN(C(=O)C=2C=NC(=CC2)C2CC2)C=2C(=NC=CC2)S(=O)(=O)C |r|